[1-Methyl-2-(6-oxo-2-thioxo-1,2,6,7-tetrahydro-3H-purin-3-yl)ethyl]pyridine-2-carboxamide CC(CN1C(NC(C=2NC=NC12)=O)=S)C=1C(=NC=CC1)C(=O)N